ethyl-4,4,4-trifluoro-2-[(methylamino)methyl]-butanoate C(C)OC(C(CC(F)(F)F)CNC)=O